methyl (Z)-3-(4-chlorophenyl)-N-((2-methyl-2H-1,2,3-triazol-4-yl)sulfonyl)-4-phenyl-4,5-dihydro-1H-pyrazole-1-carbimidothioate ClC1=CC=C(C=C1)C1=NN(CC1C1=CC=CC=C1)/C(=N/S(=O)(=O)C1=NN(N=C1)C)/SC